FC1=C(C(=CC(=C1)[C@@H]1CC[C@H](CC1)CCC)F)C(OC=1C=C(C(=C(C1)F)F)F)(F)F 5-[[2,6-difluoro-4-(trans-4-propylcyclohexyl)phenyl]difluoromethoxy]-1,2,3-trifluorobenzene